2-(3-(4-hydroxyphenyl)propionylamino)arginine benzoate C(C1=CC=CC=C1)(=O)O.OC1=CC=C(C=C1)CCC(=O)N[C@](N)(CCCNC(N)=N)C(=O)O